2-(3-{[4-methane-sulfonyl-2-(2-methoxyethoxy)phenyl]amino}prop-1-yn-1-yl)-N-[(1R,4R)-4-{2-oxa-6-azaspiro[3.3]heptan-6-yl}cyclohexyl]-1-(2,2,2-trifluoroethyl)-1H-indol-4-amine CS(=O)(=O)C1=CC(=C(C=C1)NCC#CC=1N(C=2C=CC=C(C2C1)NC1CCC(CC1)N1CC2(COC2)C1)CC(F)(F)F)OCCOC